rac-(3R)-3-[4-(piperidin-4-yloxy)phenyl]piperidine-2,6-dione N1CCC(CC1)OC1=CC=C(C=C1)[C@@H]1C(NC(CC1)=O)=O |r|